3-chloro-5-((2,4-di-chlorophenylimino)meth-yl)phenyl 4-methylbenzoate CC1=CC=C(C(=O)OC2=CC(=CC(=C2)C=NC2=C(C=C(C=C2)Cl)Cl)Cl)C=C1